1,2,4-cyclopentanetrione C1(C(CC(C1)=O)=O)=O